methyl-(3,4,5-trimethoxybenzoyl)valine Tert-butyl-4-(7-{2,8-dimethylimidazo[1,2-b]pyridazin-6-yl}-5-(methylamino)-4-oxoquinazolin-3-yl)piperidine-1-carboxylate C(C)(C)(C)C1N(CCC(C1)N1C=NC2=CC(=CC(=C2C1=O)NC)C=1C=C(C=2N(N1)C=C(N2)C)C)C(=O)O.CN([C@@H](C(C)C)C(=O)O)C(C2=CC(=C(C(=C2)OC)OC)OC)=O